FC(F)C1=NC=C(C=C1C#N)C(=O)N1CCC(CC1)C1=NOC(=N1)C (difluoromethyl)-5-[4-(5-methyl-1,2,4-oxadiazol-3-yl)piperidine-1-carbonyl]pyridine-3-carbonitrile